4-(6-(benzenesulfonyl)-1-(pyrrolidin-3-yl)-1,6-dihydroimidazo[4,5-d]Pyrrolo[2,3-b]Pyridin-2-yl)benzene-1,3-diol C1(=CC=CC=C1)S(=O)(=O)N1C=CC=2C1=NC=C1C2N(C(=N1)C1=C(C=C(C=C1)O)O)C1CNCC1